tert-butyl N-[2-(methylamino)ethyl]carbamate CNCCNC(OC(C)(C)C)=O